C(C)(C)(C)OC(=O)N1C(C2=CC(=CC=C2CC1)Br)C 7-bromo-1-methyl-3,4-dihydroisoquinoline-2(1H)-carboxylic acid tert-butyl ester